N-((5,6-dimethylpyridin-3-yl)methyl)-6-(4-fluorophenyl)-8-methoxyquinazolin-4-amine CC=1C=C(C=NC1C)CNC1=NC=NC2=C(C=C(C=C12)C1=CC=C(C=C1)F)OC